2-(4-amino-7H-pyrrolo[2,3-d]pyrimidin-7-yl)-N-(2-((6-bromopyridin-2-yl)amino)-2-oxoethyl)-N-cyclopropylacetamide NC=1C2=C(N=CN1)N(C=C2)CC(=O)N(C2CC2)CC(=O)NC2=NC(=CC=C2)Br